6-amino-8-(3-pyrrolidin-1-ylpropoxy)-4H-1,4-benzoxazin-3-one NC=1C=C(C2=C(NC(CO2)=O)C1)OCCCN1CCCC1